C(C)(C)(C)OC(=O)N1CCC(C2=CC=CC=C12)N1C(N(C2=NC(=NC=C2C1)NC1=CC=C(C=C1)N1CCN(CC1)C)C1=CC(=CC=C1)NC(=O)OC(C)(C)C)=O 4-[1-[3-(Tert-Butoxycarbonylamino)phenyl]-7-[4-(4-methylpiperazin-1-yl)anilino]-2-oxo-4H-pyrimido[4,5-d]pyrimidin-3-yl]-3,4-dihydro-2H-quinoline-1-carboxylic acid tert-butyl ester